Fluorenamine C1(=CC=CC=2C3=CC=CC=C3CC12)N